(5-(methylsulfonyl)pyridin-3-yl)boronic acid CS(=O)(=O)C=1C=C(C=NC1)B(O)O